FC(COC=1C=C2C(N(C(N(C2=CC1)C1CCN(CC1)C=O)=O)CC1=CC(=C(C=C1)OC)OCCO)=O)F 4-[6-(2,2-difluoroethoxy)-3-[3-(2-hydroxyethoxy)-4-methoxybenzyl]-2,4-dioxo-3,4-dihydroquinazolin-1(2H)-yl]piperidine-1-carbaldehyde